8-(4-cyclopropylpiperazin-1-yl)-3,4-dimethylpyrimidino[4',5':4,5]thieno[2,3-c]pyridazine C1(CC1)N1CCN(CC1)C1=NC=NC2=C1SC=1N=NC(=C(C12)C)C